O1[C@H](COC2=C1C=CC=C2)CN2C[C@H](CCC2)C=2C=C(OCCO)C=CC2 2-(3-{(R)-1-[(S)-1-(2,3-dihydrobenzo[1,4]dioxin-2-yl)methyl]piperidin-3-yl}phenoxy)ethanol